NC=1C=2N(C=CN1)C(=NC2C2=CC1=C(S2)C(=CC(=C1)C)OC)C1CN(CC1)C(=O)C(C#N)=CC(C)(N1CCOCC1)C 2-(3-(8-amino-1-(7-methoxy-5-methylbenzo[b]thiophen-2-yl)imidazo[1,5-a]pyrazin-3-yl)pyrrolidine-1-carbonyl)-4-methyl-4-morpholino-pent-2-enenitrile